Methyl 3-((tert-butoxycarbonyl)amino)bicyclo[1.1.1]pentane-1-carboxylate C(C)(C)(C)OC(=O)NC12CC(C1)(C2)C(=O)OC